BrC=1C(=NC(=NC1N1N=CC=C1)N1N=CC=C1)N 5-BROMo-2,6-DI(1H-PYRAZOL-1-YL)PYRIMIDIN-4-AMIN